NC=1C(=C(C=CC1)N1N=C2N=C(N=CC2=C1)N1CCC2(CC1)[C@@H](C1=CC=CC=C1C2)N)Cl (S)-1'-(2-(3-amino-2-chlorophenyl)-2H-pyrazolo[3,4-d]pyrimidin-6-yl)-1,3-dihydrospiro[inden-2,4'-piperidin]-1-amine